N1=CCCNCCCNCCCNCCC1 1,5,9,13-tetraazacyclohexadecaneN